ClC=1OC2=C(N1)C=C(C=C2)OC 2-chloro-5-methoxybenzo[d]oxazole